ClC1=CC2=C(N(C(C(N2C)=O)=O)C2C[C@H]3CC[C@@H](C2)N3CC3=CC=C(C=C3)OC(F)(F)F)N=C1 7-Chloro-1-methyl-4-((1R,3s,5S)-8-(4-(trifluoromethoxy)benzyl)-8-azabicyclo[3.2.1]octan-3-yl)-1,4-dihydropyrido[2,3-b]pyrazine-2,3-dione